(5-iodo-2-methylphenyl)thiazolo[5,4-d]pyrimidine-7-thiol IC=1C=CC(=C(C1)C=1SC=2N=CN=C(C2N1)S)C